O[C@@H](C(=O)N1C[C@]2(CC1)CN(CCC2)C2=CC=C(C=N2)C=2C=1N(C=C(C2)C=2C=NN(C2)C)N=CC1C#N)C(C)C 4-(6-((R)-2-((R)-2-hydroxy-3-methylbutyryl)-2,7-diazaspiro[4.5]decan-7-yl)pyridin-3-yl)-6-(1-methyl-1H-pyrazol-4-yl)pyrazolo[1,5-a]pyridine-3-carbonitrile